C(#N)CCN1N=CC(=C1C)C(=O)O 1-(2-cyanoethyl)-5-methyl-1H-pyrazole-4-carboxylic acid